CN1CC2COCC(C1)C2OC=2C=C(C(=O)N[C@H](C)C=1C=NC(=NC1)C(F)(F)F)C=C(C2)C=2SC(=CN2)C 3-[(7-methyl-3-oxa-7-azabicyclo[3.3.1]non-9-yl)oxy]-5-(5-methyl-1,3-thiazol-2-yl)-N-{(1R)-1-[2-(trifluoromethyl)pyrimidin-5-yl]ethyl}benzamide